2-(4-ethoxyphenyl)-N-(3-(2'-fluoro-[1,1'-biphenyl]-4-yl)propyl)acetamide C(C)OC1=CC=C(C=C1)CC(=O)NCCCC1=CC=C(C=C1)C1=C(C=CC=C1)F